6-methyl-3-(trifluoromethyl)-5,7-dihydro-4H-benzothiophen-6-amine hydrochloride Cl.CC1(CC2=C(C(=CS2)C(F)(F)F)CC1)N